2-(5-amino-2-morpholino-6-oxopyrimidin-1(6H)-yl)-N-((1-(phenylsulfonyl)-1H-pyrrolo[3,2-c]pyridine-2-yl)methyl)acetamide NC1=CN=C(N(C1=O)CC(=O)NCC1=CC=2C=NC=CC2N1S(=O)(=O)C1=CC=CC=C1)N1CCOCC1